C(C)(C)(C)C1=NC(=NO1)C=1C(=CC2=C(N(C([C@H](CS2)NC(OC(C)(C)C)=O)=O)CC2=CC=C(C=C2)OCC2CCOCC2)C1)F tert-butyl N-[(3R)-7-(5-tert-butyl-1,2,4-oxadiazol-3-yl)-8-fluoro-4-oxo-5-[[4-(tetrahydropyran-4-ylmethoxy)phenyl]methyl]-2,3-dihydro-1,5-benzothiazepin-3-yl]carbamate